(2S,4R)-N-(1-(5-(3-((5-cyano-4-(4-fluorophenyl)thiazol-2-yl)(methyl)amino)-2-ethylimidazo[1,2-a]pyridin-6-yl)pyrimidin-2-yl)piperidin-4-yl)-4-hydroxypyrrolidine-2-carboxamide formate C(=O)O.C(#N)C1=C(N=C(S1)N(C1=C(N=C2N1C=C(C=C2)C=2C=NC(=NC2)N2CCC(CC2)NC(=O)[C@H]2NC[C@@H](C2)O)CC)C)C2=CC=C(C=C2)F